ClC=1C(=NN(C1)CCF)NC=1SC(=CN1)C(=O)NC1=C(C(=CC=C1C)OC)C 2-[[4-chloro-1-(2-fluoroethyl)pyrazol-3-yl]amino]-N-(3-methoxy-2,6-dimethyl-phenyl)thiazole-5-carboxamide